(trans)-Ethyl 3-(4-(6-(2-chloro-3,4-difluorophenyl)-5-(ethoxycarbonyl)-2-(thiazol-2-yl)-3,6-dihydropyrimidin-4-yl)cyclohexyl)isoxazole-5-carboxylate ClC1=C(C=CC(=C1F)F)C1C(=C(NC(=N1)C=1SC=CN1)[C@@H]1CC[C@H](CC1)C1=NOC(=C1)C(=O)OCC)C(=O)OCC